FC=1C2=C(C(=NC1)OC)CC(C2)CNCCC2CN(C(O2)=O)C2=NC1=C(OCC(N1)=O)N=C2 6-[5-[2-[(4-fluoro-1-methoxy-6,7-dihydro-5H-cyclopenta[c]pyridin-6-yl)methylamino]ethyl]-2-oxo-oxazolidin-3-yl]-4H-pyrazino[2,3-b][1,4]oxazin-3-one